tert-butyl 2-(2-amino-4-chloro-7H-pyrrolo[2,3-d]pyrimidin-7-yl)acetate NC=1N=C(C2=C(N1)N(C=C2)CC(=O)OC(C)(C)C)Cl